C1(CCCCC1)[C@@H](CO)NC(=O)C1=CC(=NN1C)C1=NC(=NC=C1)NC1=CC(=CC(=C1)C)C N-[(1S)-1-cyclohexyl-2-hydroxyethyl]-3-{2-[(3,5-dimethylphenyl)amino]pyrimidin-4-yl}-1-methyl-1H-pyrazole-5-carboxamide